[8-(1-octylnonoxy)-8-oxo-octyl](2S)-4-(4-benzyloxybutanoyloxy)-1-(6-oxo-6-undecoxy-hexyl)pyrrolidine-2-carboxylate C(CCCCCCC)C(CCCCCCCC)OC(CCCCCCCOC(=O)[C@H]1N(CC(C1)OC(CCCOCC1=CC=CC=C1)=O)CCCCCC(OCCCCCCCCCCC)=O)=O